C(C)(C)(C)OC(=O)N1CCN(CC1)C1=NC(=CC=C1)N1C=NC(=C1)C(=O)OCC 4-(6-(4-(ethoxycarbonyl)-1H-imidazol-1-yl)pyridin-2-yl)piperazine-1-carboxylic acid tert-butyl ester